N-(4-cyclobutyl-5-(4-fluorophenyl)-1-methyl-1H-pyrazol-3-yl)spiro[3.3]heptane-2-carboxamide C1(CCC1)C=1C(=NN(C1C1=CC=C(C=C1)F)C)NC(=O)C1CC2(C1)CCC2